5-{2-[benzyl-(1-(4-hydroxyphenyl)-1-methylethyl)amino]-1-hydroxyethyl}benzene-1,3-diol hemifumarate C(\C=C\C(=O)O)(=O)O.C(C1=CC=CC=C1)N(CC(O)C=1C=C(C=C(C1)O)O)C(C)(C)C1=CC=C(C=C1)O.C(C1=CC=CC=C1)N(C(C)(C1=CC=C(C=C1)O)C)CC(O)C=1C=C(C=C(C1)O)O